C(C)(=O)OC(C1=C(C(=NO1)C)C(=O)OCC)C1=CC(=CC=C1)F ethyl 5-(acetoxy (3-fluorophenyl) methyl)-3-methylisoxazole-4-carboxylate